IC1=NN(C=C1)CCNC(=O)C1=NOC(=C1)C=1OC=CC1 N-(2-(3-iodo-1H-pyrazol-1-yl)ethyl)-5-(furan-2-yl)isoxazole-3-carboxamide